ClC=1C=C(C=CC1C)NC(=O)[C@H]1N(CCC1)CCCOC1=C2CN(C(C2=CC=C1)=O)C1C(NC(CC1)=O)=O (2S)-N-(3-chloro-4-methylphenyl)-1-(3-((2-(2,6-dioxopiperidin-3-yl)-1-oxoisoindol-4-yl)oxy)propyl)pyrrolidine-2-carboxamide